ClC=1C=C(C=NC1)CNC1=NC(=NC2=CC=C(C=C12)C=1C(=NOC1C)C)N1CCN(CC1)CCO 2-(4-(4-(((5-chloropyridin-3-yl)methyl)amino)-6-(3,5-dimethyl-isoxazol-4-yl)quinazolin-2-yl)piperazin-1-yl)ethanol